C(CCCCCCCCCCCCCCCCC)OC(CCC1=CC(=C(C(=C1)C(C)(C)C)O)C(C)(C)C)=O.C(#C)NCC(=O)N 2-(ethynylamino)acetamide Octadecyl-3-(3,5-di-tert.butyl-4-hydroxyphenyl)propionat